O1CC(C1)N1N=CC=C1B1OC(C(O1)(C)C)(C)C 1-(oxetan-3-yl)-5-(4,4,5,5-tetramethyl-1,3,2-dioxaborolan-2-yl)-1H-pyrazole